1,6-hexanediol diacrylate allyl-cinnamate C(C=C)C(C(=O)O)=CC1=CC=CC=C1.C(C=C)(=O)O.C(C=C)(=O)O.C(CCCCCO)O